2-(6-(1-ethylazetidin-3-yl)pyridazin-3-yl)-5-(2-methyl-2H-pyrazolo[3,4-c]pyridin-5-yl)phenylphenol hydrochloride Cl.C(C)N1CC(C1)C1=CC=C(N=N1)C1=C(C=C(C=C1)C1=CC=2C(C=N1)=NN(C2)C)C2=C(C=CC=C2)O